FC1=CC=C(C=C1)S(=O)(=O)N1CC2=C(C1)CN(C2)C([C@H](CC)C2=CC=C(C=C2)OC)=O (2R)-1-[5-(4-fluorobenzenesulfonyl)-1H,2H,3H,4H,5H,6H-pyrrolo[3,4-c]pyrrol-2-yl]-2-(4-methoxyphenyl)butan-1-one